FC1=C(C=CC(=C1)[N+](=O)[O-])N1CCC(CC1)=O 1-(2-fluoro-4-nitro-phenyl)piperidin-4-one